C1(=CC=CC=C1)CCSC1=CC=2SC3=CC=C(C=C3SC2C=C1)SCCC1=CC=CC=C1 2,7-bis(phenylethylthio)thianthrene